(1Z,3Z,5E)-1,6-diphenylhexa-1,3,5-triene C1(=CC=CC=C1)\C=C/C=C\C=C\C1=CC=CC=C1